C(=O)(OC(C)(C)C)N1C[C@H]([C@@H](C1)C(=O)O)C(=O)O N-Boc-trans-3,4-Pyrrolidinedicarboxylic acid